(S)-2-(6-fluoro-4-oxo-benzo[d][1,2,3]triazin-3(4H)-yl)-N-(1-p-tolylethyl)acetamide FC1=CC2=C(N=NN(C2=O)CC(=O)N[C@@H](C)C2=CC=C(C=C2)C)C=C1